NC1=NC=2C=CC=CC2C2=C1N=C(N2OCCCCNC(CCCCCCCCCCCCCCCCC)=O)CCCC N-(4-((4-Amino-2-butyl-1H-imidazo[4,5-c]quinolin-1-yl)oxy)butyl)stearamide